FC=1N(C(C=2NC(=NC2N1)C=1C=NN(C1)CC1=CC(=CC=C1)C(F)(F)F)=O)CCC 2-Fluoro-1-propyl-8-[1-(3-trifluoromethyl-benzyl)-1H-pyrazol-4-yl]-1,7-dihydro-purin-6-one